C12(CC3CC(CC(C1)C3)C2)NC(CCCCCCNC2=C3C(N(C(C3=CC=C2)=O)C2C(NC(CC2)=O)=O)=O)=O N-(adamantan-1-yl)-7-((2-(2,6-dioxopiperidin-3-yl)-1,3-dioxoisoindolin-4-yl)amino)heptanamide